C(C)(=O)N1CC2(C1)CCN(CC2)C([C@@H](CCCCN)NC([C@@H](CC(C)C)NC([C@@H](CC2=CC=CC=C2)NC([C@@H](CC2=CC=CC=C2)N)=O)=O)=O)=O (M)-(R)-N-((R)-1-(2-acetyl-2,7-diazaspiro[3.5]nonan-7-yl)-6-amino-1-oxohexan-2-yl)-2-((R)-2-((R)-2-amino-3-phenylpropanamido)-3-phenylpropanamido)-4-methylpentanamide